C(C)OC1=C(C(CC(C1)(C)C)=O)C=1C=C(C=CC1C)C1=CC=C(OC2CCN(CC2)CCOCCOCC(=O)OC(C)(C)C)C=C1 tert-butyl 2-[2-[2-[4-[4-[3-(2-ethoxy-4,4-dimethyl-6-oxo-cyclohexen-1-yl)-4-methyl-phenyl]phenoxy]-1-piperidyl]ethoxy]ethoxy]acetate